C(C)N1N=C(C(=C1)C1=NC(=NC=C1)NC1=CC=C(C=C1)C1CN(CCC1)C(=O)OC(C)(C)C)C=1C=NC=CC1 tert-Butyl 3-(4-((4-(1-ethyl-3-(pyridin-3-yl)-1H-pyrazol-4-yl)pyrimidin-2-yl)amino)phenyl)piperidine-1-carboxylate